C(#C)C1=CC2=C(C(=CO2)N2C(NC(CC2)=O)=O)C=C1 1-(6-ethynylbenzofuran-3-yl)dihydropyrimidine-2,4(1H,3H)-dione